rac-(R)-7-chloro-3-(2,2-dimethyloxetan-3-yl)-6-(2-fluorobenzyl)-3,6-dihydro-4H-pyrazolo[4,3-d][1,2,3]triazin-4-one ClC=1N(N=C2C1N=NN(C2=O)[C@H]2C(OC2)(C)C)CC2=C(C=CC=C2)F |r|